FC1=C(C(=CC(=C1)OC)F)C1=C(C(N(N1C)C1=NC(=CC=C1)N(C)C)=O)NC(C1=CC=C(C=C1)OC(F)F)=O N-[5-(2,6-difluoro-4-methoxyphenyl)-2-[6-(dimethylamino)pyridin-2-yl]-1-methyl-3-oxo-2,3-dihydro-1H-pyrazol-4-yl]-4-(difluoromethoxy)benzamide